17,17-dipropyloxy-3,5-heptadecadiene C(CC)OC(CCCCCCCCCCC=CC=CCC)OCCC